CN(C1CCNCC1)C1CCOCC1 N-methyl-N-(tetrahydro-2H-pyran-4-yl)piperidin-4-amine